NC1=C(C=C(N=N1)C1=C(C=CC=C1)O)N1C[C@H]2CC[C@@H](C1)N2C2=CC(=CC=C2)OCC2CNC2 2-[6-amino-5-[(1R,5S)-8-[3-(azetidin-3-ylmethoxy)phenyl]-3,8-diazabicyclo[3.2.1]octan-3-yl]pyridazin-3-yl]phenol